CN(C1=C2C(=NC=C1C(=O)OCC)NC=C2)C2CCC(CC2)CS(NC)(=O)=O ethyl 4-(methyl((1R,4R)-4-((N-methylsulfamoyl)methyl)cyclohexyl)amino)-1H-pyrrolo[2,3-b]pyridine-5-carboxylate